6-(2,8-dimethylimidazo[1,2-b]pyridazin-6-yl)-4-fluoro-N-methyl-N-[(2S)-2-methylpiperidin-4-yl]-1,3-benzothiazol-2-amine CC=1N=C2N(N=C(C=C2C)C2=CC3=C(N=C(S3)N(C3C[C@@H](NCC3)C)C)C(=C2)F)C1